(S)-N-(5-((7-ethyl-2,7-diazaspiro[3.5]nonan-2-yl)methyl)pyridin-2-yl)-5-fluoro-4-(5-fluoro-1-(fluoromethyl)-2,3-dihydro-1H-benzo[d]pyrrolo[1,2-a]imidazol-7-yl)pyrimidin-2-amine C(C)N1CCC2(CN(C2)CC=2C=CC(=NC2)NC2=NC=C(C(=N2)C2=CC3=C(N=C4N3[C@@H](CC4)CF)C(=C2)F)F)CC1